ClC=1C=C(C(=NC1O[C@H]1CCC2=C(C=CC=C12)C1=C(C=CC=C1F)F)OC)CNC[C@@H]1CCC(N1)=O (S)-5-((((5-chloro-6-(((S)-4-(2,6-difluorophenyl)-2,3-dihydro-1H-inden-1-yl)oxy)-2-methoxypyridin-3-yl)methyl)amino)methyl)pyrrolidin-2-one